N1=CC=C(C=C1)C1=C(NC2=C(C=CC=C12)[C@H](C)N1C(OC2(CC(C2)CN)C1)=O)C(=O)O 3-(pyridin-4-yl)-7-[(1S)-1-[(2r,4r)-2-(aminomethyl)-6-oxo-5-oxa-7-azaspiro[3.4]octan-7-yl]ethyl]-1H-indole-2-carboxylic acid